6-chloro-3-(((R)-1-(2-(6-(((R)-3,3-difluoropiperidin-4-yl)oxy)pyridin-3-yl)-3,6-dimethyl-4-oxo-3,4-dihydroquinazolin-8-yl)ethyl)amino)-N-(methylsulfonyl)picolinamide ClC1=CC=C(C(=N1)C(=O)NS(=O)(=O)C)N[C@H](C)C=1C=C(C=C2C(N(C(=NC12)C=1C=NC(=CC1)O[C@H]1C(CNCC1)(F)F)C)=O)C